C(C)(C)(C)N1[C@@H](C[C@@](C1)(C)F)C(NC1=NC(=CN=C1)Br)=O (2S,4R)-tert-butyl-2-((6-bromopyrazin-2-yl)carbamoyl)-4-fluoro-4-methylpyrrolidine